methyl N-[6-chloro-2-[[(1S)-3-(methylamino)-1-[[(3S,5R)-5-methyl-2-oxo-pyrrolidin-3-yl]methyl]-2,3-dioxo-propyl]carbamoyl]-3-pyridyl]carbamate ClC1=CC=C(C(=N1)C(N[C@H](C(C(=O)NC)=O)C[C@H]1C(N[C@@H](C1)C)=O)=O)NC(OC)=O